NCC(=O)O.NC1=CC=C(C(=O)OC(CO)=O)C=C1 glycolyl para-aminobenzoate (glycinate)